4-thia-1-azabicyclo[3.2.0]heptane-3-carboxylic acid diphenylmethyl ester C1(=CC=CC=C1)C(C1=CC=CC=C1)OC(=O)C1CN2CCC2S1